N-(4-amino-3-methoxyphenyl)-4-oxoadamantane-1-carboxamide NC1=C(C=C(C=C1)NC(=O)C12CC3C(C(CC(C1)C3)C2)=O)OC